N[C@H]1CS(C2=C(N(C1=O)CC1=CC=C(C=C1)Cl)C=C(C(=C2)F)C=2OC(=NN2)C(=O)N2CC(CCC2)(F)F)(=O)=O (3R)-3-amino-5-[(4-chlorophenyl)methyl]-7-[5-(3,3-difluoropiperidine-1-carbonyl)-1,3,4-oxadiazol-2-yl]-8-fluoro-1,1-dioxo-2,3-dihydro-1λ6,5-benzothiazepin-4-one